C(CCCCCC)OCCCCOCCO 2-(4-heptyloxy-1-butoxy)-1-ethanol